C12CN(CC(CC1)N2)C2=C1C(=NC(=N2)OC[C@]23CCCN3C[C@@H](C2)F)N=C(N=C1)C1=CC(=CC2=CC=CC=C12)O 4-(5-(3,8-diazabicyclo-[3.2.1]octan-3-yl)-7-(((2R,7aS)-2-fluorotetra-hydro-1H-pyrrolizin-7a(5H)-yl)methoxy)pyrimido[4,5-d]pyrimidin-2-yl)-naphthalen-2-ol